C(C(C)C)NC1=NN2C(C=N1)=C(C=C2)C2=NC1=CC=CN=C1C=C2 N-isobutyl-5-(1,5-naphthyridin-2-yl)pyrrolo[2,1-f][1,2,4]triazin-2-amine